4-[2,6-dichloro-4-[6-(cyclobutoxy)-2-pyridinyl]phenoxy]butanoic acid ClC1=C(OCCCC(=O)O)C(=CC(=C1)C1=NC(=CC=C1)OC1CCC1)Cl